N,N'-bis-tert-butoxycarbonyl-1H-pyrazole-1-carboxamidine C(C)(C)(C)OC(=O)NC(=NC(=O)OC(C)(C)C)N1N=CC=C1